tert-butyl 6-[4-[1-(2,6-dioxo-3-piperidyl)-3-methyl-2-oxo-benzimidazol-5-yl]-1-piperidyl]-6-oxo-hexanoate O=C1NC(CCC1N1C(N(C2=C1C=CC(=C2)C2CCN(CC2)C(CCCCC(=O)OC(C)(C)C)=O)C)=O)=O